CC1(N=CC=N1)C(=O)[Si](OCC)(OCC)OCC 2-methylimidazoyl-triethoxysilane